COC1=CC=C(C=C1)NC2=CC=C(C=C2)N N-(p-methoxyphenyl)-p-phenylenediamine